Ethyl 4-{[(1S)-1-benzyl-2-hydroxyethyl]amino}-2-chloropyrimidine-5-carboxylate C(C1=CC=CC=C1)[C@@H](CO)NC1=NC(=NC=C1C(=O)OCC)Cl